C(C)O/C=C/C=1C=C2C(=CC(=NC2=CC1)N(CC(=O)OC)C)C1=CC=CC=C1 methyl (E)-N-(6-(2-ethoxyvinyl)-4-phenylquinolin-2-yl)-N-methylglycinate